COC1CC(C1)OS(=O)(=O)C1=CC=C(C=C1)C 4-methylbenzenesulfonic acid (1s,3s)-3-methoxycyclobutyl ester